N-(2-(piperidin-4-yl)-5-(trifluoromethyl)phenyl)pyrimidin-2-amine N1CCC(CC1)C1=C(C=C(C=C1)C(F)(F)F)NC1=NC=CC=N1